COC1=C(C(=CC=C1)OC)C1=CNC2=NC(=CC=C21)NC(=O)C2CC21CN(C1)C N-[3-(2,6-dimethoxyphenyl)-1H-pyrrolo[2,3-b]pyridin-6-yl]-5-methyl-5-azaspiro[2.3]hexane-1-carboxamide